2-cyanoethyldiethoxyethylsilane C(#N)CC[SiH2]CC(OCC)OCC